COC1=CC=C(C2=C1NC(=N2)NC(=O)C=2C=NOC2C2CC2)C=2C=NN(C2)C 5-Cyclopropyl-isoxazole-4-carboxylic acid [7-methoxy-4-(1-methyl-1H-pyrazol-4-yl)-1H-benzoimidazol-2-yl]-amide